BrC1=CC=C(C=C1)C=1N=NN(C1COC1OCCCC1)C (4-bromophenyl)-1-methyl-5-(((tetrahydro-2H-pyran-2-yl)oxy)methyl)-1H-1,2,3-triazole